ethyl (2S)-2-[4-chloro-5-fluoro-2-(4-ethoxy-4,5-dihydroisoxazol-3-yl)phenoxy]propanoate ClC1=CC(=C(O[C@H](C(=O)OCC)C)C=C1F)C1=NOCC1OCC